triethoxy-3-(2-imidazolin-1-yl)propyl-silane methyl-6-(piperidin-1-yl)-3-(4,4,5,5-tetramethyl-1,3,2-dioxaborolan-2-yl)picolinate COC(C1=NC(=CC=C1B1OC(C(O1)(C)C)(C)C)N1CCCCC1)=O.C(C)O[Si](CCCN1C=NCC1)(OCC)OCC